O=C1N(C(CN1)=O)CCNC(OCC1=CC=CC=C1)=O benzyl N-[2-(2,5-dioxoimidazolidin-1-yl)ethyl]carbamate